Heptadiene CCC/C=C/C=C